C(C)(C)(C)N1N=CC(=C1C(=O)NCCC1=CC=C(C=C1)OCC1=NC=C(C=C1)Cl)C(C1=CC(=CC=C1)Cl)=O 1-(tert-butyl)-4-(3-chlorobenzoyl)-N-(4-((5-chloropyridin-2-yl)methoxy)phenethyl)-1H-pyrazole-5-carboxamide